BrC=1C=C(C=CC1)C#CCCCC#CC=1C=C(C(=O)OC)C=CC1 methyl 3-(7-(3-bromophenyl)hepta-1,6-diyn-1-yl)benzoate